N1CC2(C3=CC(=CC=C13)NS(=O)(=O)C)CCCCC2 N-(spiro[cyclohexane-1,3'-indolin]-5'-yl)methanesulfonamide